OC1=C(C=C(C=C1C)CO)N1N=C2C(=N1)C=CC=C2 2-[2'-hydroxy-3'-methyl-5'-(hydroxymethyl)phenyl]-2H-benzotriazole